6-(1-(3-(1H-1,2,3-triazol-1-yl)propanoyl)piperidin-3-yl)-7-fluoro-N,N-dimethyl-4-(4,4,5,5-tetramethyl-1,3,2-dioxaborolan-2-yl)-1H-indole-2-carboxamide N1(N=NC=C1)CCC(=O)N1CC(CCC1)C1=CC(=C2C=C(NC2=C1F)C(=O)N(C)C)B1OC(C(O1)(C)C)(C)C